N-elaidyl-erucyl-palmitoleamide C(CCCCCCC\C=C\CCCCCCCC)NC(C(CCCCCC\C=C/CCCCCC)CCCCCCCCCCCC\C=C/CCCCCCCC)=O